C(C)(C)(C)C=1N(C=CN1)CC1=CC=C(C=C1)C1=C(SC(=C1)CC(C)C)S(=O)(=O)[N-]C(=O)OC.[K+] Potassium ((3-(4-((2-(tert-butyl)-1H-imidazol-1-yl)methyl)phenyl)-5-isobutylthiophen-2-yl)sulfonyl)(methoxycarbonyl)amide